1-(2-pyridyl)-8-methoxy-6-fluoro-1,4-dihydro-7-(3-hydroxypyrrolidinyl)-4-oxo-3-quinolinecarboxylic acid N1=C(C=CC=C1)N1C=C(C(C2=CC(=C(C(=C12)OC)N1CC(CC1)O)F)=O)C(=O)O